1,3-propylenedisulfonic acid methyl ester COS(=O)(=O)CCCS(=O)(=O)O